N-(6-(5-chloro-6-fluoro-7-(1,2,2,2-tetrafluoroethyl)-1H-indazol-4-yl)imidazo[1,2-a]pyridin-2-yl)-2-fluorocyclopropane-1-carboxamide ClC=1C(=C2C=NNC2=C(C1F)C(C(F)(F)F)F)C=1C=CC=2N(C1)C=C(N2)NC(=O)C2C(C2)F